BrC=1C=C2C(=C(N(C2=CC1)CC)C=1C(=NC=C(C1)N1C(C(NC(C1([2H])[2H])([2H])[2H])([2H])[2H])([2H])[2H])[C@H](C)OC)CC(COC(C)=O)(C)C acetic acid (S)-3-(5-bromo-1-ethyl-2-(2-(1-methoxyethyl)-5-(piperazin-1-yl-2,2,3,3,5,5,6,6-d8) pyridin-3-yl)-1H-indol-3-yl)-2,2-dimethylpropyl ester